5-((4-(2-chlorophenyl)piperazin-1-yl)methyl)-2-(2,6-dioxopiperidin-3-yl)isoindoline-1,3-dione ClC1=C(C=CC=C1)N1CCN(CC1)CC=1C=C2C(N(C(C2=CC1)=O)C1C(NC(CC1)=O)=O)=O